The molecule is a peptide anion that is the conjugate base of vancomycin aglycone and the major microspecies at pH 7.3 (according to Marvin v 6.2.0.). It is a peptide anion and a phenolate anion. It is a conjugate base of a vancomycin aglycone and a vancomycin aglycone zwitterion. CC(C)C[C@H](C(=O)N[C@@H]1[C@@H](C2=CC(=C(C=C2)OC3=CC4=CC(=C3[O-])OC5=C(C=C(C=C5)[C@H]([C@H]6C(=O)N[C@@H](C7=C(C(=CC(=C7)O)O)C8=C(C=CC(=C8)[C@H](C(=O)N6)NC(=O)[C@@H]4NC(=O)[C@@H](NC1=O)CC(=O)N)O)C(=O)[O-])O)Cl)Cl)O)[NH2+]C